BrC1=C(C=CC=C1)C=C 1-bromo-2-vinyl-benzene